2-(4-Chlorophenyl)-N-[4-[(E)-3-[4-[2-hydroxyethyl(methyl)amino]phenyl]prop-2-enoyl]phenyl]acetamide ClC1=CC=C(C=C1)CC(=O)NC1=CC=C(C=C1)C(\C=C\C1=CC=C(C=C1)N(C)CCO)=O